ClC1=NC=CC(=C1NC)[N+](=O)[O-] 2-Chloro-N-methyl-4-nitro-pyridin-3-amine